methyl 2-oxo-1,3-dioxolane-4-carboxylate O=C1OCC(O1)C(=O)OC